C1(=CC=CC=C1)[C@@H](C)N1C[C@@H](CC1)C(=O)O (R)-1-((R)-1-phenylethyl)pyrrolidine-3-carboxylic acid